BrC=1C(=C2COC(C2=CC1)(C)C)C 5-bromo-1,1,4-trimethyl-1,3-dihydroisobenzofuran